Cl.C(C)C1(CCC=2C=CC(=NC2N1)P(O)(O)=O)CC (7,7-diethyl-5,6,7,8-tetrahydro-naphthyridin-2-yl)phosphonate hydrochloride